2-[1-[4-(2,6-dioxo-3-piperidyl)-2-fluoro-phenyl]-4-piperidyl]-acetaldehyde O=C1NC(CCC1C1=CC(=C(C=C1)N1CCC(CC1)CC=O)F)=O